ClC1=C(C=CC(=C1)F)C1N=C(NC(=C1C(=O)OCC)CBr)C=1SC=CN1 ethyl 4-(2-chloro-4-fluorophenyl)-6-(bromomethyl)-2-(thiazol-2-yl)-1,4-dihydropyrimidine-5-carboxylate